(1S,2S)-2-((6-(3-((((R)-1-(2-chlorophenyl)ethoxy)carbonyl)amino)thiophen-2-yl)pyridin-3-yl)carbamoyl)cyclohexane-1-carboxylic acid ClC1=C(C=CC=C1)[C@@H](C)OC(=O)NC1=C(SC=C1)C1=CC=C(C=N1)NC(=O)[C@@H]1[C@H](CCCC1)C(=O)O